3-(4-benzylpiperazin-1-yl)-N-(4-Phenylthiazol-2-yl)propionamide C(C1=CC=CC=C1)N1CCN(CC1)CCC(=O)NC=1SC=C(N1)C1=CC=CC=C1